sodium methacrylic acid anhydride C(C(=C)C)(=O)OC(C(=C)C)=O.[Na]